[N+](=O)([O-])C1=C(C=C(C=C1)OC1=C(C=CC=C1)C1=CN=CS1)O 2-nitro-5-(2-(thiazol-5-yl)phenoxy)phenol